(N-3-sulfopropyl-N,N-dimethylammonium) ethyl-methacrylate C(C)OC(C(=C)C)=O.S(=O)(=O)(O)CCC[NH+](C)C